C(C)(C)(C)OOC=1C(=C(C=CC1)C(C)C)OOC(C)(C)C di-(tert-butylperoxy)isopropyl-benzene